C(CCCCCCCCCCCCCCC)(=O)OC[C@@H](OC(CCCCCCC\C=C/CCCCCCCC)=O)COP(=O)(O)OCCN 1-palmitoyl-2-oleoyl-sn-glycero-3-phosphoethanolamine